methyl-Acrylamide CC(C(=O)N)=C